2-Bromo-4-iodobenzaldehyde BrC1=C(C=O)C=CC(=C1)I